(3S,4S,5R)-3,4-Bis(phenylmethoxy)-5-(phenylmethoxymethyl)oxolan C1(=CC=CC=C1)CO[C@H]1CO[C@@H]([C@H]1OCC1=CC=CC=C1)COCC1=CC=CC=C1